3-((1H-pyrrolo[2,3-b]pyridin-5-yl)oxy)-4'-(2-(2-ethylcyclohexyl)pyrrolidin-1-yl)-N-((3-nitro-4-(((tetrahydro-2H-pyran-4-yl)methyl)amino)phenyl)sulfonyl)-[1,1'-biphenyl]-4-carboxamide N1C=CC=2C1=NC=C(C2)OC=2C=C(C=CC2C(=O)NS(=O)(=O)C2=CC(=C(C=C2)NCC2CCOCC2)[N+](=O)[O-])C2=CC=C(C=C2)N2C(CCC2)C2C(CCCC2)CC